N,N'-bis-[2-hydroxy-5-(carboxyethyl)benzyl]ethylene-diamine OC1=C(CNCCNCC2=C(C=CC(=C2)CCC(=O)O)O)C=C(C=C1)CCC(=O)O